[I+2].[Pb+2].NCC#CC(=O)NC1CCC(CC1)N[C@@H]1C[C@@H](N(C2=CC=CC=C12)C(CC)=O)C 4-amino-N-((1r,4r)-4-(((2s,4r)-2-methyl-1-propionyl-1,2,3,4-tetrahydroquinolin-4-yl)amino)cyclohexyl)but-2-ynamide lead iodine (II)